BrC1=CC=C(O1)C1=NC2=C(N1C)C=CC=C2 2-(5-bromofuran-2-yl)-1-methyl-1H-benzo[d]imidazole